[Si]([O-])([O-])([O-])[O-].[Ca+2].[Al+3].[Ca+2] calcium aluminum calcium silicate